tert-Butyl 4-(4-(aminomethyl)-2-methoxyphenyl)piperazine-1-carboxylate NCC1=CC(=C(C=C1)N1CCN(CC1)C(=O)OC(C)(C)C)OC